C(=C)[SiH2]OC=CC(C)=C vinylisoprenoxysilane